3,5-diethylheptene C(C)C(C=C)CC(CC)CC